C(#N)C1=NC=CC(=N1)C1(CCCC1)NC(OCC1=CC=CC=C1)=O benzyl (1-(2-cyanopyrimidin-4-yl)cyclopentyl)carbamate